(2S)-9-((3-chlorothiophene-2-yl)(hydroxy)methyl)-2-(methoxymethyl)-2-methyl-1,2,4,7-tetrahydro-3H-pyrrolo[3',2':5,6]Pyrido[3,4-b]Pyrazin-3-one ClC1=C(SC=C1)C(C1=CNC2=C1C1=C(NC([C@](N1)(C)COC)=O)C=N2)O